FC=1C=C(CNC(=O)C=2OC=C(N2)C2=NC(=NC=C2C)NC2=CC=NN2C)C=C(C1)C N-(3-fluoro-5-methylbenzyl)-4-(5-methyl-2-((1-methyl-1H-pyrazol-5-yl)amino)pyrimidin-4-yl)oxazole-2-carboxamide